(5,6-difluoro-1H-indol-3-yl)-5-(2,2-difluorobenzo[d][1,3]dioxolan-5-yl)isoindoline-2-carboxamide FC=1C=C2C(=CNC2=CC1F)C1N(CC2=CC(=CC=C12)C1=CC2=C(OC(O2)(F)F)C=C1)C(=O)N